1'-(4-(4-(aminomethyl)-1-oxo-1,2-dihydro-phthalazin-6-yl)-1-methyl-1H-pyrazol-5-yl)-5'-chlorospiro[cyclopropane-1,3'-indoline]-2'-one hydrochloride Cl.NCC1=NNC(C2=CC=C(C=C12)C=1C=NN(C1N1C(C2(C3=CC(=CC=C13)Cl)CC2)=O)C)=O